4-((2,4-dichloro-5-methoxyphenyl)amino)-7-(3-(4-(3-((2-(2,6-dioxopiperidin-3-yl)-1-oxoisoindolin-4-yl)amino)propanoyl)piperazin-1-yl)propoxy)-6-methoxyquinoline-3-carbonitrile ClC1=C(C=C(C(=C1)Cl)OC)NC1=C(C=NC2=CC(=C(C=C12)OC)OCCCN1CCN(CC1)C(CCNC1=C2CN(C(C2=CC=C1)=O)C1C(NC(CC1)=O)=O)=O)C#N